5-epoxypentyl acetate C(C)(=O)OC1C(CCC)O1